FC1=CC(=C2CN(C(C2=C1)=O)C1C(NC(CC1)=O)=O)OC(F)(F)F 3-(6-fluoro-1-oxo-4-(trifluoromethoxy)isoindolin-2-yl)piperidine-2,6-dione